FC(C=1C=C(O[C@@H]2C[C@H](CC2)N)C=CC1)(F)F (1S,3S)-3-(3-(trifluoromethyl)phenoxy)cyclopentan-1-amine